BrC=1N=C(N(N1)C1=NC=C(C=N1)OCC(F)F)C(C)NC(C1=CC(=CC(=C1)C(F)(F)F)C(C)(C)C#N)=O N-[1-[5-bromo-2-[5-(2,2-difluoroethoxy)pyrimidin-2-yl]-1,2,4-triazol-3-yl]ethyl]-3-(1-cyano-1-methyl-ethyl)-5-(trifluoromethyl)benzamide